FC1(C(CN(CC1)C1=NC2=CC(=CC=C2C=C1C(=O)NC1=CC(=NC=C1)C(=O)OC)F)C)F methyl 4-(2-(4,4-difluoro-3-methylpiperidin-1-yl)-7-fluoroquinoline-3-carboxamido)picolinate